5-amino-2-[2-(3-cyanoanilino)-4-fluoro-phenyl]-6-(5-methyl-1-tetrahydropyran-2-yl-indazol-4-yl)pyrimidine-4-carboxylic acid ethyl ester C(C)OC(=O)C1=NC(=NC(=C1N)C1=C2C=NN(C2=CC=C1C)C1OCCCC1)C1=C(C=C(C=C1)F)NC1=CC(=CC=C1)C#N